N=1N(N=C2C1C=CC=C2)C=2C=C(C=C(C2O)C(C)(C)C)CCC(=O)OC methyl 3-(3-(2H-benzotriazole-2-yl)-5-tert-butyl-4-hydroxyphenyl)propionate